ethyl 3-cyano-2-methyl-2-[5-[2-[4-(trifluoromethyl)anilino]-3-pyridyl]-1,3,4-oxadiazol-2-yl]propanoate C(#N)CC(C(=O)OCC)(C=1OC(=NN1)C=1C(=NC=CC1)NC1=CC=C(C=C1)C(F)(F)F)C